2,2-dimethyl-propanamid CC(C(=O)N)(C)C